3-ethyl-1-[[4-[5-(trifluoromethyl)-1,2,4-oxadiazol-3-yl]phenyl]methyl]urea C(C)NC(NCC1=CC=C(C=C1)C1=NOC(=N1)C(F)(F)F)=O